C(C1=CC=CC=C1)OC(CN(CCN)CCOCC1=CC=CC=C1)=O N-(2-(benzyloxy)ethyl)-N-(2-aminoethyl)glycine benzyl ester